BrCC(=O)N(C1CC1)C(C(F)F)C1=C(C(=CC=C1)Cl)F 2-Bromo-N-(1-(3-chloro-2-fluorophenyl)-2,2-difluoroethyl)-N-cyclopropylacetamide